FC1=C(C(=C(C=C1C1=NN(C2=C1C=NC(=C2)N(C)[C@@H]2C[C@@H](C2)OC)C)C(F)(F)F)F)O 2,6-Difluoro-3-(6-((cis-3-methoxycyclobutyl)(methyl)amino)-1-methyl-1H-pyrazolo[4,3-c]pyridin-3-yl)-5-(trifluoromethyl)phenol